2-[2-(2-ethoxy)ethoxy]2-[2-ethoxy]ethylamine CCOCCOC(CN)OCC